C(CCCC)C1=CC=C(C=C1)N1C=NC=2C=NC=CC21 1-(4-pentylphenyl)-1H-imidazo[4,5-c]pyridine